P(=O)(OCCC#N)(OCCC#N)F di(2-cyanoethyl) fluorophosphate